bis(4-hydroxyphenyl)-phenylsulfonium triflate [O-]S(=O)(=O)C(F)(F)F.OC1=CC=C(C=C1)[S+](C1=CC=CC=C1)C1=CC=C(C=C1)O